C1NCC12CC(C2)C(C2=CC(=NC(=C2)Cl)N2CCN(CC2)S(=O)(=O)C2=CC1=C(N3[C@H](CO1)[C@@H](OC3=O)CO)C=C2)(F)F (3R,3aR)-7-[4-[4-[2-azaspiro[3.3]heptan-6-yl(difluoro)methyl]-6-chloro-2-pyridyl]piperazin-1-yl]sulfonyl-3-(hydroxymethyl)-3a,4-dihydro-3H-oxazolo[4,3-c][1,4]benzoxazin-1-one